N-(1-((2R,3R,4R,5R)-4-((tert-butyldimethylsilyl)oxy)-5-(((tert-butyldimethylsilyl)oxy)methyl)-3-methoxytetrahydrofuran-2-yl)-2-oxo-1,2-dihydropyrimidin-4-yl)benzamide [Si](C)(C)(C(C)(C)C)O[C@H]1[C@H]([C@@H](O[C@@H]1CO[Si](C)(C)C(C)(C)C)N1C(N=C(C=C1)NC(C1=CC=CC=C1)=O)=O)OC